FC12CC(C1)(C2)N2C(C1(C3=C2N=C(N=C3)NC=3C=C2C=CC=NC2=CC3C)CC1)=O 7'-(3-fluorobicyclo[1.1.1]pentan-1-yl)-2'-((7-methylquinolin-6-yl)amino)spiro[cyclopropane-1,5'-pyrrolo[2,3-d]pyrimidin]-6'(7'H)-one